(2R,3S,4R,5R)-2-((R)-(3,4-dichlorophenyl)(hydroxy)methyl)-5-(4-hydrazineylidene-1,4-dihydro-7H-pyrrolo[2,3-d]pyrimidin-7-yl)tetrahydrofuran-3,4-diol ClC=1C=C(C=CC1Cl)[C@H]([C@H]1O[C@H]([C@@H]([C@@H]1O)O)N1C=CC2=C1NC=NC2=NN)O